FC1=CC=C(C=C1)C1=NN(C=C1C=1C=2N(N=CC1)C=C(N2)CNC)C([2H])([2H])[2H] 1-(8-(3-(4-fluorophenyl)-1-(methyl-d3)-1H-pyrazol-4-yl)imidazo[1,2-b]pyridazin-2-yl)-N-methyl-methylamine